C(C)(C)(C)N(C(=O)OC1CC(OCC1)CO)[C@H]1CN(CC1)C1=CC=C(C=C1)C(F)(F)F 2-(hydroxymethyl)tetrahydro-2H-pyran-4-ol Tert-butyl-(R)-(1-(4-(trifluoromethyl)phenyl)pyrrolidin-3-yl)carbamate